C1(CC1)C[C@@H](CC(=O)NC[C@H](CC1=C(C=C(C=C1C)O)C)N(C)C)C=1C=NC=CC1 (S)-4-cyclopropyl-N-((S)-2-(dimethylamino)-3-(4-hydroxy-2,6-dimethylphenyl)propyl)-3-(pyridin-3-yl)butanamide